O1C=CC2=C1C=C(C=C2)C2=NN1C(N(C(=C(C1=O)N1CCNCC1)CC)CC(=O)NC1=CC=C(C=C1)S(F)(F)(F)(F)F)=N2 2-(2-(benzofuran-6-yl)-5-ethyl-7-oxo-6-(piperazin-1-yl)-[1,2,4]triazolo[1,5-a]pyrimidin-4(7H)-yl)-N-(4-(pentafluoro-λ6-sulfanyl)phenyl)acetamide